[Si](C)(C)(C(C)(C)C)OCC(OCCO)C 2-[2-[tert-butyl(dimethyl)silyl]oxy-1-methyl-ethoxy]ethanol